C1(CC1)C1=CC=C(C=C1)NC(=O)[C@@H]1N(CC(C1)(F)F)C(=O)OC(C)(C)C tert-butyl (R)-2-((4-cyclopropylphenyl)carbamoyl)-4,4-difluoropyrrolidine-1-carboxylate